1-(3-ethenylphenyl)ethan-1-one C(=C)C=1C=C(C=CC1)C(C)=O